C(#N)CCCOC1=NC(=NC(=C1)C1=C(C=CC=C1)C(C)C)NS(=O)(=O)C=1C=NN(C1)C N-[4-(3-cyanopropoxy)-6-(2-isopropylphenyl)pyrimidin-2-yl]-1-methyl-pyrazole-4-sulfonamide